methyl 5-(4-methoxy-1-piperidyl)-5-methyl-2-oxidanylidene-cyclohexanecarboxylate COC1CCN(CC1)C1(CCC(C(C1)C(=O)OC)=O)C